ClC1=CC2=C(N(C(=N2)C)C(F)F)C=C1I 5-chloro-1-(difluoromethyl)-6-iodo-2-methyl-1,3-benzodiazole